O=C1C(O)=C([O-])[C@H](O1)[C@@H](O)CO.[Na+] sodium Z-ascorbate